4-(4-((8-(2-fluorophenyl)quinazolin-2-yl)amino)phenyl)piperazine-1-carboxylic acid tert-butyl ester C(C)(C)(C)OC(=O)N1CCN(CC1)C1=CC=C(C=C1)NC1=NC2=C(C=CC=C2C=N1)C1=C(C=CC=C1)F